Cl.ClC1=CC=C2C(=N1)N=C(O2)N[C@@H]2C[C@@H](CNC2)O (3S,5R)-5-[(5-chlorooxazolo[4,5-b]pyridin-2-yl)amino]piperidin-3-ol hydrochloride